Tert-butyl ((R or S)-(4,4-difluorocyclohexyl)(4-fluoro-5-((R or S)-2-methoxy-1-((S)-2-oxo-4-(trifluoromethyl)imidazolidin-1-yl)ethyl)benzo[d]oxazol-2-yl)methyl)carbamate FC1(CCC(CC1)[C@H](C=1OC2=C(N1)C(=C(C=C2)[C@H](COC)N2C(N[C@@H](C2)C(F)(F)F)=O)F)NC(OC(C)(C)C)=O)F |o1:7,17|